(3R,5R)-5-(3-(2-(2-Methoxypyridin-4-yl)acetamido)-1H-pyrazol-5-yl)tetrahydrofuran COC1=NC=CC(=C1)CC(=O)NC1=NNC(=C1)[C@H]1CCCO1